N[C@H]1CN(CCC1)C1=NC=2N(C(N(C(C2N1CC#CC)=O)CC1=C(C(=O)OCCCCCCCCC)C=C(C=C1)Cl)=O)C Nonyl (R)-2-((8-(3-aminopiperidin-1-yl)-7-(but-2-yn-1-yl)-3-methyl-2,6-dioxo-2,3,6,7-tetrahydro-1H-purin-1-yl)methyl)-5-chlorobenzoate